FC1=C(C=C(C=C1)F)[C@H]1N(CC[C@H](C1)N(C(C(F)(F)F)=O)C)C(=O)N1CC2(CCCC2)C(CC1)CN1C(COCC1)=O N-((2S,4R)-2-(2,5-difluorophenyl)-1-(10-((3-oxomorpholino)methyl)-7-azaspiro[4.5]decane-7-carbonyl)piperidin-4-yl)-2,2,2-trifluoro-N-methylacetamide